ClC1=CC=C(C[C@H]2C(NC(C2)=O)=O)C=C1 (R)-3-(4-chlorobenzyl)pyrrolidine-2,5-dione